(2R,6R)-4-(7-cyanopyrazolo[1,5-a]pyridin-4-yl)-6-methyl-N-(3-oxa-7-azabicyclo[3.3.1]nonan-9-yl)morpholine-2-carboxamide C(#N)C1=CC=C(C=2N1N=CC2)N2C[C@@H](O[C@@H](C2)C)C(=O)NC2C1COCC2CNC1